N-(1-pyrenyl)-maleimide C1(=CC=C2C=CC3=CC=CC4=CC=C1C2=C34)N3C(C=CC3=O)=O